NC1=C(C(=NC=N1)OC1=CC(=C(C=C1)NC(=O)C=1C(N(C=CC1OCC)C1=CC=C(C=C1)F)=O)F)Cl N-(4-((6-amino-5-chloropyrimidin-4-yl)oxy)-2-fluorophenyl)-4-ethoxy-1-(4-fluorophenyl)-2-oxo-1,2-dihydropyridine-3-carboxamide